3-menthoxy-1-propanol C1(CC(C(CC1)C(C)C)OCCCO)C